2-(methylamino)-ethanol CNCCO